Tetrahydropyran-4-carboxylic acid {8-[6-methoxy-5-(4-{[(pyridin-4-ylmethyl)-amino]-methyl}-phenylamino)-pyridin-2-yl]-2,3-dihydro-benzo[1,4]dioxin-2-ylmethyl}-amide COC1=C(C=CC(=N1)C1=CC=CC2=C1OC(CO2)CNC(=O)C2CCOCC2)NC2=CC=C(C=C2)CNCC2=CC=NC=C2